1,3-bis(4-fluorophenyl)-8-methyl-5-{[3-(trifluoromethyl)phenyl]amino}pyrido[2,3-d]pyrimidine-2,4,7(1H,3H,8H)-trione FC1=CC=C(C=C1)N1C(N(C(C2=C1N(C(C=C2NC2=CC(=CC=C2)C(F)(F)F)=O)C)=O)C2=CC=C(C=C2)F)=O